(1S,3S,5R)-2-((9,9-difluoro-9H-fluorene-3-carbonyl)glycyl)-5-(methoxymethyl)-2-azabicyclo[3.1.0]hexane-3-carboxylic acid FC1(C2=CC=CC=C2C=2C=C(C=CC12)C(=O)NCC(=O)N1[C@H]2C[C@]2(C[C@H]1C(=O)O)COC)F